3-{[4-(1-{3-[4-(3-{4-chloro-3-cyclopropyl-1H-pyrrolo[2,3-b]pyridin-3-yl}phenyl)-3-oxopiperazine-1-sulfonyl]propyl}piperidin-4-yl)phenyl]amino}piperidine-2,6-dione ClC1=C2C(=NC=C1)NCC2(C2CC2)C=2C=C(C=CC2)N2C(CN(CC2)S(=O)(=O)CCCN2CCC(CC2)C2=CC=C(C=C2)NC2C(NC(CC2)=O)=O)=O